Cl.Cl.C1(CC1)C1=CC=C(C=C1)C=1N=C2N(C=CC=N2)C1CN1CC2CCC(C1)N2 2-(4-Cyclopropylphenyl)-3-(3,8-diazabicyclo[3.2.1]oct-3-ylmethyl)imidazo[1,2-a]pyrimidine dihydrochloride